C(C)(C)(C)OC(=O)N1C(CNCC1)C1=NC(=C(C=C1C=1C=NN(C1)C)[N+](=O)[O-])OC (6-methoxy-3-(1-methyl-1H-pyrazol-4-yl)-5-nitropyridin-2-yl)piperazine-1-carboxylic acid tert-butyl ester